(R)-N-((3-chloro-2,4-difluorophenyl)(trans-3-(trifluoromethyl)-cyclobutyl)methyl)-2-methylpropane-2-sulfinamide ClC=1C(=C(C=CC1F)C(N[S@](=O)C(C)(C)C)[C@@H]1C[C@H](C1)C(F)(F)F)F